tert-butyl (3R*,4S*)-3-((tert-butoxycarbonyl)(ethyl)amino)-4-fluoropyrrolidine-1-carboxylate C(C)(C)(C)OC(=O)N([C@@H]1CN(C[C@@H]1F)C(=O)OC(C)(C)C)CC |o1:8,12|